Tert-butyl 4-(5-bromo-3-(3-(4-cyano-2-fluorophenyl)-3-hydroxypropyl)-2-hydroxyphenyl)piperidine-1-carboxylate BrC=1C=C(C(=C(C1)C1CCN(CC1)C(=O)OC(C)(C)C)O)CCC(O)C1=C(C=C(C=C1)C#N)F